C(C)(C)(C)OC(=O)N1CCC2(CC1)/C(/C1=CC=C(C=C1C2)OC)=N/[S@](=O)C(C)(C)C (1Z)-1-[(R)-tert-butylsulfinyl]imino-5-methoxy-spiro[indan-2,4'-piperidine]-1'-carboxylic acid tert-butyl ester